1-(aminomethyl)-1,2,3,4-tetrahydroisoquinoline-2-carboxylic acid tert-butyl ester C(C)(C)(C)OC(=O)N1C(C2=CC=CC=C2CC1)CN